CC1(C2=CC=CC=C2C=2C=CC(=CC12)NC1=CC=2C(C3=CC=CC=C3OC2C=C1)(C)C)C N-(9,9-dimethyl-9H-fluoren-2-yl)-9,9-dimethyl-9H-xanthen-2-amine